NC1=CC=C(OC2C3C4=C(C2CC3)C=C(C=C4)OC4=CC=C(C=C4)N)C=C1 3,6-bis(4-amino-phenoxy)benzonorbornene